2-methyl-2-phenyl-4H-benzo[d][1,3]dioxin-4-one CC1(OC(C2=C(O1)C=CC=C2)=O)C2=CC=CC=C2